C(#N)C=1N=C(N(C1)COCC[Si](C)(C)C)C(=O)NC=1C(=NC(=CC1)C1C(C2C=CC(C1Cl)O2)Cl)C2=CCC(CC2)(C)C 4-cyano-N-[6-[2,4-dichloro-8-oxabicyclo[3.2.1]oct-6-en-3-yl]-2-(4,4-dimethylcyclohexen-1-yl)-3-pyridyl]-1-(2-trimethylsilylethoxymethyl)imidazole-2-carboxamide